N-(6-(1-isopropyl-1H-pyrazol-5-yl)-5-(3-((1R,3R)-3-(trifluoromethoxy)cyclopentyl)phenyl)pyrazin-2-yl)-1,3-dimethyl-1H-pyrazole-4-sulfonamide C(C)(C)N1N=CC=C1C1=C(N=CC(=N1)NS(=O)(=O)C=1C(=NN(C1)C)C)C1=CC(=CC=C1)[C@H]1C[C@@H](CC1)OC(F)(F)F